Methyl 2-methyl-8-(naphthalen-1-ylmethyl)-6-oxo-9-(3-(trifluoromethyl)phenyl)-3,4-dihydro-2H,6H-pyrido[1,2-e][1,2,5]thiadiazine-4-carboxylate 1,1-dioxide CN1S(C=2N(C(C1)C(=O)OC)C(C=C(C2C2=CC(=CC=C2)C(F)(F)F)CC2=CC=CC1=CC=CC=C21)=O)(=O)=O